N-isobutyl-5-(2-methoxyethoxy)-1,1-dioxo-1,2-benzothiazol-3-amine C(C(C)C)NC1=NS(C2=C1C=C(C=C2)OCCOC)(=O)=O